2-amino-5-(3,5-dimethoxyphenyl)-4-oxo-4,5-dihydrofuran-3-yl phenylmethanesulfonate C1(=CC=CC=C1)CS(=O)(=O)OC1=C(OC(C1=O)C1=CC(=CC(=C1)OC)OC)N